ClC1=CC=C2C(=NNC2=C1Cl)C=O 6,7-dichloro-1H-indazole-3-carbaldehyde